propan-2-ol mesylate salt S(C)(=O)(=O)O.CC(C)O